C(N)(=O)C=1C(=CC(=C2C=NN(C12)C1OCCCC1)N1CCN(CC1)C(=O)OC(C)(C)C)F tert-butyl 4-(7-carbamoyl-6-fluoro-1-tetrahydropyran-2-yl-indazol-4-yl)piperazine-1-carboxylate